N-{4-methyl-3-[2-(morpholin-4-yl)-6-{2-[(2R)-pyrrolidin-2-yl]ethynyl}pyridin-4-yl]phenyl}-2-(trifluoromethyl)pyridine-4-carboxamide CC1=C(C=C(C=C1)NC(=O)C1=CC(=NC=C1)C(F)(F)F)C1=CC(=NC(=C1)C#C[C@@H]1NCCC1)N1CCOCC1